Sulfaniotrithiol cerium [Ce+3].[SH2+]C=1SSSC1